5-ethyl-3,5-dimethyl-4-(2-methylbut-2-enoyl)cyclohex-2-en-1-yl acetate C(C)(=O)OC1C=C(C(C(C1)(C)CC)C(C(=CC)C)=O)C